C(C)N1N=CC(=C1)C1=CC(=C(C=C1)S(=O)(=O)N1CCN(C2=CC=CC(=C12)C)C)C 4-[4-(1-ethyl-1H-pyrazol-4-yl)-2-methylbenzenesulfonyl]-1,5-dimethyl-1,2,3,4-tetrahydroquinoxaline